N-(2-((2-hydroxyethyl)amino)ethyl)-4-((3-(4-methoxy-phenyl)imidazo[1,2-a]pyrazin-8-yl)amino)-2-methylbenzamide OCCNCCNC(C1=C(C=C(C=C1)NC=1C=2N(C=CN1)C(=CN2)C2=CC=C(C=C2)OC)C)=O